methyl 1-(3-((tert-butoxycarbonyl) (isopropyl) amino) propyl)-4-((2-chloro-4-((5-cyclopropyl-3-(2,6-dichlorophenyl) isoxazol-4-yl) methoxy) phenyl) ethynyl)-1H-indole-6-carboxylate C(C)(C)(C)OC(=O)N(CCCN1C=CC2=C(C=C(C=C12)C(=O)OC)C#CC1=C(C=C(C=C1)OCC=1C(=NOC1C1CC1)C1=C(C=CC=C1Cl)Cl)Cl)C(C)C